C(C)(C)C1C(CC(CC1)(C)C)C(=O)O 2-isopropyl-5,5-dimethyl-cyclohexanecarboxylic acid